BrC1=C(C(=C(C(=C1Br)Br)OC)OC)OC 4,5,6-tribromo-1,2,3-trimethoxybenzene